C(CCC)C=1N(C(C(N1)(CCF)CCF)=O)CC1=CC(=C(C=C1)C=1C(=CC=CC1)S(=O)(=O)NC1=NOC(=C1C)C)COCC 4'-((2-butyl-4,4-bis(2-fluoroethyl)-5-oxo-4,5-dihydro-1H-imidazol-1-yl)methyl)-N-(4,5-dimethylisoxazol-3-yl)-2'-(ethoxymethyl)-[1,1'-biphenyl]-2-sulfonamide